5-amino-3,4-difluoro-2-methylbenzoic acid hydrochloride Cl.NC=1C(=C(C(=C(C(=O)O)C1)C)F)F